2-(2-(4,5,6,7-Tetrahydrobenzo[d]thiazol-2-yl)isoindolin-5-yl)benzonitrile S1C(=NC2=C1CCCC2)N2CC1=CC=C(C=C1C2)C2=C(C#N)C=CC=C2